[Cl-].C(CCCCCCCCCCCCCCCCC)[N+](C)(CCCCCCCCCCCCCCCCCC)CCCCCCCCCCCCCCCCCC tri(octadecyl)methyl-ammonium chloride